CC1C(CC(C(N1CC=O)=O)NC(OC(C)(C)C)=O)C1=CC=CC=C1 tert-butyl N-[6-methyl-2-oxo-1-(2-oxoethyl)-5-phenyl-3-piperidyl]carbamate